C1(CCCCC1)P([C-]1C=CC=C1)C1CCCCC1.[C-]1(C=CC=C1)P(C1CCCCC1)C1CCCCC1.[Fe+2] 1,1'-di(dicyclohexylphosphino)ferrocene